N-(1-cyclobutyl-3-(pyridin-2-yl)-1H-pyrazol-4-yl)-2-(1H-pyrazol-4-yl)oxazole-4-carboxamide C1(CCC1)N1N=C(C(=C1)NC(=O)C=1N=C(OC1)C=1C=NNC1)C1=NC=CC=C1